CC=1C=CC=2N(C3=CC=C(C=C3C2C1)C)C1=CC=C(C=C1)C1=C(C(=C(C(=C1N1C2=C(C3=CC=CC=C13)C=CC=N2)C2=CC=C(C=C2)N2C1=CC=C(C=C1C=1C=C(C=CC21)C)C)C2=CC=NC=C2)C2=CC=C(C=C2)N2C1=CC=C(C=C1C=1C=C(C=CC21)C)C)C#N 4,4''-bis(3,6-dimethyl-9H-carbazol-9-yl)-5'-(4-(3,6-dimethyl-9H-carbazol-9-yl)phenyl)-4'-(pyridin-4-yl)-6'-(9H-pyrido[2,3-b]indol-9-yl)-[1,1':3',1''-terphenyl]-2'-carbonitrile